dimethoxycoumarone COC1=C(OC2=CC=CC=C12)OC